NCC(COCC(C(=O)N(C)OC)(C)C1=CC(=CC=C1)I)C 3-(3-amino-2-methylpropoxy)-2-(3-iodophenyl)-N-methoxy-N,2-dimethylpropanamide